oxygen 2,2,6,6-tetramethylpiperidine CC1(NC(CCC1)(C)C)C.[O]